2-[1-(2-aminoethyl)-5-{5-chloro-2-[(oxan-4-yl)amino]pyrimidin-4-yl}-3-oxo-2,3-dihydro-1H-isoindol-2-yl]-N-(2-phenylpropan-2-yl)acetamide NCCC1N(C(C2=CC(=CC=C12)C1=NC(=NC=C1Cl)NC1CCOCC1)=O)CC(=O)NC(C)(C)C1=CC=CC=C1